C1(CC1)C=1C=NN2C1N=C(C=C2NCC2=CC=C(C=C2)C2=NC=CC=C2)N[C@H]2CNCC2 (R)-3-cyclopropyl-N7-(4-(pyridin-2-yl)benzyl)-N5-(pyrrolidin-3-yl)pyrazolo[1,5-a]pyrimidine-5,7-diamine